NCCOCCNC(C1=C(C=C(C=C1)NC=1C=2N(C=CN1)C(=CN2)C=2C(=NN(C2)C)C(F)(F)F)CC)=O N-[2-(2-aminoethoxy)ethyl]-2-ethyl-4-[[3-[1-methyl-3-(trifluoromethyl)pyrazol-4-yl]imidazo[1,2-a]pyrazin-8-yl]amino]benzamide